2-(2-(3-(1-methyl-5-phenyl-1H-pyrazole-3-carboxamido)-4-(piperidin-1-yl)benzamido)phenyl)acetic acid CN1N=C(C=C1C1=CC=CC=C1)C(=O)NC=1C=C(C(=O)NC2=C(C=CC=C2)CC(=O)O)C=CC1N1CCCCC1